Tert-butyl (2-(3-bromo-6-fluoro-2-methyl-4-carbonylquinolin-1(4H)-yl)ethyl)(cyclopropyl)carbamate BrC1=C(N(C2=CC=C(C=C2C1=C=O)F)CCN(C(OC(C)(C)C)=O)C1CC1)C